C(C(C)(C)C)OP(O)=O phosphonic acid hydrogen neopentyl ester